2-(1H-imidazol-1-yl)-N-(2-(2-methoxyethoxy)pyrimidin-5-yl)-6-(trifluoromethyl)pyrimidin-4-Formamide N1(C=NC=C1)C1=NC(=CC(=N1)C(=O)NC=1C=NC(=NC1)OCCOC)C(F)(F)F